Bis(4-methylpiperazino)(methyl)vinylsilane CN1CCN(CC1)[SiH](C=CC)N1CCN(CC1)C